[Cr+3].CC(C)(C(CC(C(C)(C)C)=O)=O)C.CC(C)(C(CC(C(C)(C)C)=O)=O)C.CC(C)(C(CC(C(C)(C)C)=O)=O)C.[Cr+3] chromium (III) tris(2,2,6,6-tetramethyl-3,5-heptanedione) chromium (III)